tert-butyl 4-(2-fluoro-3-methoxy-4-nitrophenyl)piperazine-1-carboxylate FC1=C(C=CC(=C1OC)[N+](=O)[O-])N1CCN(CC1)C(=O)OC(C)(C)C